(1s)-4-(benzyloxy)-3,5-dimethoxy-N-[1-(methylsulfonyl)piperidin-4-yl]benzamide C(C1=CC=CC=C1)OC1=C(C=C(C(=O)NC2CCN(CC2)S(=O)(=O)C)C=C1OC)OC